N[C@@H](C(=O)O)CNC(=O)C=1C=C(C=C(C1)F)C1=C(C=CC=C1)COC (R)-2-amino-3-(5-fluoro-2'-(methoxymethyl)-[1,1'-biphenyl]-3-carboxamido)propanoic acid